C1N(CC12CNC2)C2=CC=C(C=N2)N2C=C(C(C1=CC(=C(C=C21)N2[C@H](CCC2)COC2=NC=CC=C2Cl)Cl)=O)C(=O)O (R)-1-(6-(2,6-diazaspiro[3.3]heptan-2-yl)pyridin-3-yl)-6-chloro-7-(2-(((3-chloropyridin-2-yl)oxy)methyl)pyrrolidin-1-yl)-4-oxo-1,4-dihydroquinoline-3-carboxylic acid